(3,7-dimethyl-3H-[1,2,3]triazolo[4,5-b]pyridin-6-yl)(7-{[(4-methoxybenzyl)oxy]methyl}-1-benzothiophene-5-yl)methanol CN1N=NC=2C1=NC=C(C2C)C(O)C=2C=C(C1=C(C=CS1)C2)COCC2=CC=C(C=C2)OC